C1(CC1)NC1=NN2C(N(C3=C(C2=O)CN(C3=O)C(C)C)CC(=O)NC3=NC=C(C=C3)F)=C1 2-[2-(cyclopropylamino)-5,8-dioxo-6-(propan-2-yl)-5,6,7,8-tetrahydro-4H-pyrazolo[1,5-a]pyrrolo[3,4-d]pyrimidin-4-yl]-N-(5-fluoropyridin-2-yl)acetamide